tert-butyl (1R,4R,5S)-5-(2-((R)-1-acetylpyrrolidin-2-yl)-7-bromo-6-fluoro-8-methyl-4-(methylthio)-1H-pyrrolo[3,2-c]quinolin-1-yl)-2-azabicyclo[2.1.1]hexane-2-carboxylate C(C)(=O)N1[C@H](CCC1)C1=CC=2C(=NC=3C(=C(C(=CC3C2N1[C@H]1[C@H]2CN([C@@H]1C2)C(=O)OC(C)(C)C)C)Br)F)SC